((1R,5S,6s)-6-((4-(2-aminopropan-2-yl)-6-(4-fluorophenyl)pyridin-2-yl)oxy)-3-azabicyclo[3.1.0]hexan-3-yl)(2-(isoxazol-3-yl)-4-methylthiazol-5-yl)methanone NC(C)(C)C1=CC(=NC(=C1)C1=CC=C(C=C1)F)OC1[C@@H]2CN(C[C@H]12)C(=O)C1=C(N=C(S1)C1=NOC=C1)C